C1=C(C=CC2=CC=CC=C12)[C@@]12CNC[C@H]2C1 (1R,5S)-1-(naphthalen-2-yl)-3-azabicyclo[3.1.0]hexane